5-(6-trifluoromethylcinnolin-4-yl)pyridin-3-amine FC(C=1C=C2C(=CN=NC2=CC1)C=1C=C(C=NC1)N)(F)F